ClC=1C=C(C=CC1Cl)N1CCC2(CCN(CC2)C(=O)N2C(C=CC3=CC=CC=C23)=O)CC1 (9-(3,4-dichlorophenyl)-3,9-diazaspiro[5.5]undecane-3-carbonyl)quinolin-2(1H)-one